N-(5-(piperidin-4-yloxy)pyridin-2-yl)benzamide N1CCC(CC1)OC=1C=CC(=NC1)NC(C1=CC=CC=C1)=O